(1S,3aR,6aS)-2-(2-((2-fluorophenyl)amino)-2-oxoacetyl)-N-((S)-3-oxo-1-((S)-2-oxopyrrolidin-3-yl)-4-(trifluoromethoxy)butan-2-yl)octahydrocyclopenta[c]pyrrole-1-carboxamide FC1=C(C=CC=C1)NC(C(=O)N1[C@@H]([C@@H]2[C@H](C1)CCC2)C(=O)N[C@@H](C[C@H]2C(NCC2)=O)C(COC(F)(F)F)=O)=O